1,1-dibromo-2-(chloromethyl)-2-(3-chloropropyl)cyclopropane BrC1(C(C1)(CCCCl)CCl)Br